Cl.NCC=1C=CC(=CC1)OC 5-(aminomethyl)-2-methoxybenzene hydrochloride